5-(3-((4-(3-chloropyridin-2-yl)piperazin-1-yl)methyl)piperidin-1-yl)-2-(furan-2-yl)-[1,2,4]triazolo[1,5-a][1,3,5]triazine-7-amine ClC=1C(=NC=CC1)N1CCN(CC1)CC1CN(CCC1)C1=NC=2N(C(=N1)N)N=C(N2)C=2OC=CC2